6-(1-(3-(((5-methylpyridin-2-yl)oxy)methyl)bicyclo[1.1.1]-pentane-1-carbonyl)-4,5-dihydro-1H-pyrazol-5-yl)-nicotinonitrile CC=1C=CC(=NC1)OCC12CC(C1)(C2)C(=O)N2N=CCC2C2=NC=C(C#N)C=C2